NC1=NC=CC=C1C1=NC=2C(=NC(=CC2)C=2C=NC=CC2)N1C1=CC=C(CN2CCC(CC2)C2=NC(=NC=C2)C#N)C=C1 4-(1-(4-(2-(2-Aminopyridin-3-yl)-5-(pyridin-3-yl)-3H-imidazo[4,5-b]pyridin-3-yl)benzyl)piperidin-4-yl)pyrimidine-2-carbonitrile